C(#N)C=1C=C(C=CC1)C=1N=C(SC1C1=CC(=NC(=C1)C)C)NC(=O)N1[C@@H](CC1)C (2R)-N-[4-(3-Cyanophenyl)-5-(2,6-dimethyl-4-pyridyl)thiazol-2-yl]-2-methyl-azetidin-1-carboxamid